3-(2-methylpropyloxy)propylamine CC(COCCCN)C